COC1=C(C(=CC=C1)C)NC(N(C)C1=CC=2OC(C(=CC2S1)C(=O)O)=O)=O 2-(3-(2-methoxy-6-methylphenyl)-1-methylureido)-5-oxo-5H-thieno[3,2-b]pyran-6-carboxylic acid